CC=1C=C(C[C@@H]2CCC(=NN2S(=O)(=O)C2=CC=C(C)C=C2)C2=CC=CC=C2)C=CC1 (S)-6-(3-methylbenzyl)-3-phenyl-1-tosyl-1,4,5,6-tetrahydropyridazine